10-(2-((tert-butyldiphenylsilyl)oxy)ethyl)-5-chloro-4-fluoro-2-(methylthio)-8H,10H-7-oxa-1,3,6,10-tetraazaspiro[cyclohepta[de]naphthalene-9,1'-cyclopropan] [Si](C1=CC=CC=C1)(C1=CC=CC=C1)(C(C)(C)C)OCCN1C=2C=3C(=NC(=C(C3N=C(N2)SC)F)Cl)OCC12CC2